C(=O)(C=C)NC(C=C)=O ACRYLIC ACID ACRYL AMIDE